2-((2-(4-fluorophenethyl)-1,3-dioxolan-2-yl)methyl)-5-methyloxazole FC1=CC=C(CCC2(OCCO2)CC=2OC(=CN2)C)C=C1